C1(=CC=CC2=CC=CC=C12)C(=O)[O-].[Co+2].C1(=CC=CC2=CC=CC=C12)C(=O)[O-] cobalt naphthoate